2-[2,6-bis(propan-2-yl)-4-[3-(trifluoromethoxy)phenyl]phenyl]-N-{4-[(dimethylamino)methyl]benzene-sulfonyl}acetamide CC(C)C1=C(C(=CC(=C1)C1=CC(=CC=C1)OC(F)(F)F)C(C)C)CC(=O)NS(=O)(=O)C1=CC=C(C=C1)CN(C)C